N-((1-(2,4-difluorobenzyl)spiro[2.2]pentan-1-yl)methyl)-6-oxo-1,6-dihydropyrazine-2-carboxamide FC1=C(CC2(CC23CC3)CNC(=O)C=3NC(C=NC3)=O)C=CC(=C1)F